NC=1C(=NON1)C(=O)NC 4-amino-N-methyl-1,2,5-oxadiazole-3-carboxamide